N-(1-(4-fluorophenyl)-1H-indol-5-yl)-acrylamide FC1=CC=C(C=C1)N1C=CC2=CC(=CC=C12)NC(C=C)=O